4-(2,2-difluorovinyloxy)-3,5-dimethoxybenzaldehyde FC(=COC1=C(C=C(C=O)C=C1OC)OC)F